tetramethyl-hexadecylamine CC(C(N)(C)C)(CCCCCCCCCCCCCC)C